COC(C1=CC(=CC(=C1)O)O)=O 3,5-Dihydroxybenzoic acid methyl ester